N-(3-(3-chlorophenyl)isoxazol-5-yl)-3-methyl-4-(2-methyl-6,7-dihydropyrazolo[1,5-a]pyrimidin-4(5H)-yl)-4-oxobutanamide ClC=1C=C(C=CC1)C1=NOC(=C1)NC(CC(C(=O)N1C=2N(CCC1)N=C(C2)C)C)=O